(6S,9S,12S,15S,18R,19R)-9-(Aminomethyl)-6-cyclobutyl-12-cyclohexyl-19-hexyl-15-isobutyl-16,18-dimethyl-1-oxa-4,7,10,13,16-pentaazacyclononadecane-2,5,8,11,14,17-hexaone NC[C@H]1C(N[C@H](C(NCC(O[C@@H]([C@H](C(N([C@H](C(N[C@H](C(N1)=O)C1CCCCC1)=O)CC(C)C)C)=O)C)CCCCCC)=O)=O)C1CCC1)=O